6-ethylbenzene C(C)C1=CC=CC=C1